C(C)(C)(C)OC(=O)N1C(CCC1)OC=1C=NC(=CC1)Br ((6-bromo-3-pyridinyl)oxy)pyrrolidine-1-carboxylic acid tert-butyl ester